FC1=C(C(=C(C=C1)CC(=O)O)F)F.FC=1C(=C(C(=O)O)C=CC1F)NC1=C(C=C(C=C1)I)F 3,4-difluoro-2-(2-fluoro-4-iodoanilino)benzoic acid trifluoro-phenylAcetic acid salt